4-(ethoxycarbonyl)-phenylboronic acid C(C)OC(=O)C1=CC=C(C=C1)B(O)O